C(C)(C)(C)OC(=O)N1[C@H]2CN(C[C@@H]1CC2)C2=NC(=NC1=C(C(=C(C=C21)F)Br)F)Cl.CC2=C(C=C(C(=C2)C2=CC=C1C=CC3=CC=CC4=CC=C2C1=C34)C)C3=CC=C4C=CC1=CC=CC2=CC=C3C4=C12 1-(2,5-dimethyl-4-(1-pyrenyl)phenyl)pyrene tert-butyl-(1R,5S)-3-(7-bromo-2-chloro-6,8-difluoroquinazolin-4-yl)-3,8-diazabicyclo[3.2.1]octane-8-carboxylate